O=C1NC(CCC1N1C(C2=CC=CC(=C2C1=O)F)=O)=O 2-(2,6-dioxopiperidin-3-yl)-4-fluoroIsoindoline-1,3-dione